C(C)(C)N/C(/OC(C)(C)C)=N/C(C)C tert-Butyl (Z)-N,N'-diisopropylcarbamimidate